C(C)S(=O)(=O)NC1=CC(=C(C(=O)NC2=NC(=CC(=C2)C)N2C[C@H](OCC2)C)C=C1)N1CCC2(CC2)CC1 (R)-4-(Ethylsulfonamido)-N-(4-methyl-6-(2-methylmorpholino)pyridin-2-yl)-2-(6-azaspiro[2.5]octan-6-yl)benzamide